Benzyl (7-amino-5-((2S,4S)-1-((R)-2-(3-cyanobenzamido)-3-cyclohexylpropanoyl)-4-(5-(2-hydroxypropan-2-yl)-1H-1,2,3-triazol-1-yl)pyrrolidin-2-carboxamido)-6,7-dioxoheptyl)carbamat NC(C(C(CCCCNC(OCC1=CC=CC=C1)=O)NC(=O)[C@H]1N(C[C@H](C1)N1N=NC=C1C(C)(C)O)C([C@@H](CC1CCCCC1)NC(C1=CC(=CC=C1)C#N)=O)=O)=O)=O